C(C)(C)(C)OC(=O)N1[C@H](CC(C1)C1=CC2=C(N=CN=C2N)N1C)C (2S)-4-(4-amino-7-methyl-7H-pyrrolo[2,3-d]pyrimidin-6-yl)-2-methylpyrrolidine-1-carboxylic acid tert-butyl ester